C(C)N(C=1C(C)=CC(=CC1)N)CC N,N-diethyltoluene-2,5-diamine